7-cyclopropoxy-3-({3-fluoro-2-[(methylsulfinyl)amino]pyridin-4-yl}methyl)-4-methylchromen-2-one C1(CC1)OC1=CC=C2C(=C(C(OC2=C1)=O)CC1=C(C(=NC=C1)NS(=O)C)F)C